N1CC(C1)NC1=C(C(=O)O)C=CC(=C1)N1C=CC=2C1=NC(=CN2)C2=CC(=CC(=C2)C)C 2-(azetidin-3-ylamino)-4-(3-(3,5-dimethylphenyl)-5H-pyrrolo[2,3-b]pyrazin-5-yl)benzoic acid